CC1=NC(=CC(=C1)C=1C(=NNC1)C1=CC(=C(C#N)C=C1)OCC1=CC=C(C=C1)F)C 4-(4-(2,6-dimethylpyridin-4-yl)-1H-pyrazol-3-yl)-2-((4-fluorobenzyl)oxy)benzonitrile